N-[(4S,5S)-7-ethyl-4-(4-fluorophenyl)-6-oxo-1-phenyl-3-{[(2,2,2-trifluoroethyl)amino]methyl}-1H,4H,5H,6H,7H-pyrazolo[3,4-b]pyridin-5-yl]-3-(trifluoromethyl)benzamide C(C)N1C2=C([C@@H]([C@@H](C1=O)NC(C1=CC(=CC=C1)C(F)(F)F)=O)C1=CC=C(C=C1)F)C(=NN2C2=CC=CC=C2)CNCC(F)(F)F